C(C)(C)(C)OC(N(CCN(C1=CC=C(C=C1)[N+](=O)[O-])C)C)=O Methyl-(2-(methyl-(4-nitrophenyl)amino)ethyl)carbamic acid tert-butyl ester